6-Chloro-3-[1-hydroxyl-(3-methyl-isoxazol-5-yl)-methylidene]-5-(4-morpholin-4-yl-phenyl)-1,3-dihydro-indol-2-one ClC1=C(C=C2C(C(NC2=C1)=O)=C(O)C1=CC(=NO1)C)C1=CC=C(C=C1)N1CCOCC1